(R)-2-amino-5-(4-(2-(3,5-difluorophenyl)-2-hydroxyacetamido)-2-methylphenyl)-N-(3-hydroxycyclobutyl)nicotinamide NC1=C(C(=O)NC2CC(C2)O)C=C(C=N1)C1=C(C=C(C=C1)NC([C@H](O)C1=CC(=CC(=C1)F)F)=O)C